N-[2-(3-azidotetrahydropyran-4-yl)-3-bromo-5-chloro-thieno[3,2-b]pyridin-7-yl]-N-(2-thienylmethyl)carbamic acid tert-butyl ester C(C)(C)(C)OC(N(CC=1SC=CC1)C1=C2C(=NC(=C1)Cl)C(=C(S2)C2C(COCC2)N=[N+]=[N-])Br)=O